(3-((5-chloro-4-(5,5-dimethyl-5,6-dihydro-4H-pyrrolo[1,2-b]pyrazol-3-yl)pyridin-2-yl)amino)-3-oxopropyl)-2-azabicyclo[2.2.1]heptane-2-carboxylic acid tert-butyl ester C(C)(C)(C)OC(=O)N1C2(CCC(C1)C2)CCC(=O)NC2=NC=C(C(=C2)C2=C1N(N=C2)CC(C1)(C)C)Cl